2-methyl-2-(4-((5-oxo-4-(4-(trifluoromethoxy)phenyl)-4,5-dihydro-1H-1,2,4-triazole-1-yl)methyl)-2-(trifluoromethyl)phenoxy)ethyl propionate C(CC)(=O)OCC(OC1=C(C=C(C=C1)CN1N=CN(C1=O)C1=CC=C(C=C1)OC(F)(F)F)C(F)(F)F)C